5-(N-methyl-2-glycolyl-acetamido)-2,4,6-triiodo-N,N'-bis(2,3-dihydroxypropyl)-isophthalamide CN(C(CC(CO)=O)=O)C=1C(=C(C(=C(C(=O)NCC(CO)O)C1I)I)C(=O)NCC(CO)O)I